C(C)C1=NC2=NC(=NC=C2N1)Cl ethyl-2-chloro-7H-purine